tert-butyl 6-[2-amino-4-(methoxycarbonyl)phenyl]-2-oxa-7-azaspiro[3.5]non-5-ene-7-carboxylate NC1=C(C=CC(=C1)C(=O)OC)C1=CC2(COC2)CCN1C(=O)OC(C)(C)C